(S)-benzo[d]oxazol-2-yl(4-(4-methylpyrazolo[1,5-a]pyridin-2-yl)-1,4,6,7-tetrahydro-5H-imidazo[4,5-c]pyridin-5-yl)methanone O1C(=NC2=C1C=CC=C2)C(=O)N2[C@@H](C1=C(CC2)NC=N1)C1=NN2C(C(=CC=C2)C)=C1